C(#N)C1=CC=C(COCC2CN(C(O2)C(F)(F)F)C2=CC(=C(C#N)C=C2)C(F)(F)F)C=C1 4-(5-(((4-Cyanobenzyl)oxy)methyl)-2-(trifluoromethyl)oxazolidin-3-yl)-2-(trifluoromethyl)benzonitril